FC1=C(C=C(C=C1)C1=CC(=CC=C1)OC)[C@H](CC(=O)OCC)NC(=O)NC=1C(N(C(=CC1O)C)C)=O Ethyl (S)-3-(4-Fluoro-3'-methoxybiphenyl-3-yl)-3-(3-(4-hydroxy-1,6-dimethyl-2-oxo-1,2-dihydropyridin-3-yl)ureido)propanoat